C(=O)(O)C12CC3=CC=C(N3)C=C3C=CC(C=C4C=CC(=CC(C=C1)=N2)N4)=N3 6-carboxylporphyrin